C(#N)C=1C(N(C2=CC(=CC=C2C1N1CCC(CC1)C=1OC2=C(N1)C=C(C=C2)C)OCC(=O)N)C)=O 2-({3-cyano-1-methyl-4-[4-(5-methyl-1,3-benzooxazol-2-yl)piperidin-1-yl]-2-oxo-1,2-dihydroquinolin-7-yl}oxy)acetamide